methyl 8-(4-(tert-butoxycarbonyl)piperazin-1-yl)cinnoline-5-carboxylate C(C)(C)(C)OC(=O)N1CCN(CC1)C1=CC=C(C=2C=CN=NC12)C(=O)OC